tert-Butyl (2-(2-((2-((tert-butoxycarbonyl)amino)ethyl)amino)-6-chloro-3-(3,4-dichlorophenyl)-9H-carbazol-9-yl)ethyl)carbamate C(C)(C)(C)OC(=O)NCCNC1=CC=2N(C3=CC=C(C=C3C2C=C1C1=CC(=C(C=C1)Cl)Cl)Cl)CCNC(OC(C)(C)C)=O